(S)-N-ethyl-5-fluoro-N-isopropyl-2-((5-(3-((9-(1-methoxycyclopropane-1-carboxamido)-3-azaspiro[5.5]undec-3-yl)methyl)pyrrolidin-1-yl)-1,2,4-triazin-6-yl)oxy)benzamide C(C)N(C(C1=C(C=CC(=C1)F)OC1=C(N=CN=N1)N1C[C@@H](CC1)CN1CCC2(CC1)CCC(CC2)NC(=O)C2(CC2)OC)=O)C(C)C